1-(5-methoxy-2-methyl-4-nitrophenyl)-4-(1-methylpiperidin-4-yl)piperazine COC=1C(=CC(=C(C1)N1CCN(CC1)C1CCN(CC1)C)C)[N+](=O)[O-]